β-(2-pyridyl)-alanine N1=C(C=CC=C1)C[C@H](N)C(=O)O